F[C@@H]1[C@@H](C1)C(=O)NC=1SC2=NC(=CC=C2N1)C=1C=CC(=C(C1)NC(=O)N1OCC[C@H]1C1=CC=CC=C1)C (S)-N-(5-(2-((1S,2S)-2-fluorocyclopropane-1-carboxamido)thiazolo[5,4-b]pyridin-5-yl)-2-methylphenyl)-3-phenylisoxazolidine-2-carboxamide